C[Si](C1=CC=C(C=C1)[SiH3])(OCC)C (4-(dimethyl-ethoxysilyl)phenyl)silane